(S*)-2-(3-fluoroazetidin-1-yl)-6-(methylthio)-4-(4-(tetrahydrofuran-3-yl)phenyl)pyridine-3,5-dicarbonitrile FC1CN(C1)C1=NC(=C(C(=C1C#N)C1=CC=C(C=C1)[C@H]1COCC1)C#N)SC |o1:19|